FC=1C(=CC2=C(NC(=N2)C)C1)C#CC1=NN(C(=C1C(=O)N)NC)[C@@H]1CN([C@H](C1)COC)C(C=C)=O 3-[2-(6-fluoro-2-methyl-1H-1,3-benzodiazol-5-yl)ethynyl]-1-[(3S,5R)-5-(methoxymethyl)-1-(prop-2-enoyl)pyrrolidin-3-yl]-5-(methylamino)pyrazole-4-carboxamide